N-(5-chlorothiazol-2-yl)-N-(2,4-dimethoxybenzyl)-4-fluoro-1H-indazole-1-sulfonamide ClC1=CN=C(S1)N(S(=O)(=O)N1N=CC2=C(C=CC=C12)F)CC1=C(C=C(C=C1)OC)OC